OC1CC(C1)C(=O)OC(C)(C)C tert-Butyl 3-hydroxycyclobutanecarboxylate